C(CCCCC)C1=CC=C(C=C1)C1=CC=C(C=C1)CCC(=O)O 3-(4'-hexyl-[1,1'-biphenyl]-4-yl)propionic acid